5-[(2-chloro-6-fluorophenyl)methyl]-4-[(4,4-difluorocyclohexyl)methyl]-2-(3,3,3-trifluoropropyl)-2,4-dihydro-3H-1,2,4-triazol-3-one ClC1=C(C(=CC=C1)F)CC=1N(C(N(N1)CCC(F)(F)F)=O)CC1CCC(CC1)(F)F